Natrium laurylsulfoacetat C(CCCCCCCCCCC)C(C(=O)[O-])S(=O)(=O)O.[Na+]